ethyl 2-acetylamino-6-(cyanomethyl)-6-(difluoromethoxymethyl)-7-oxo-4,5,6,7-tetrahydro-1-thia-3-indenecarboxylate C(C)(=O)NC=1SC=2C(C(CCC2C1C(=O)OCC)(COC(F)F)CC#N)=O